tri(tetradecanoyl)glycerol C(CCCCCCCCCCCCC)(=O)C(C(O)(C(CCCCCCCCCCCCC)=O)C(CCCCCCCCCCCCC)=O)(O)CO